(S)-3-((1-(2-(4-Acetylpiperazin-1-yl)-3,6-dimethyl-4-oxo-3,4-dihydroquinazolin-8-yl)ethyl)amino)-6-chloropicolinic acid C(C)(=O)N1CCN(CC1)C1=NC2=C(C=C(C=C2C(N1C)=O)C)[C@H](C)NC=1C(=NC(=CC1)Cl)C(=O)O